6-(morpholin-4-yl)pyridin-2-amine N1(CCOCC1)C1=CC=CC(=N1)N